9-benzyl-4-oxa-1,9-diazaspiro[5.5]undecane C(C1=CC=CC=C1)N1CCC2(COCCN2)CC1